(R)-4-(4-(1,3-dimethyl-1H-pyrazol-4-yl)-5-methyl-7-(1H-pyrazol-5-yl)imidazo[1,5-b]pyridazin-2-yl)-3-methylmorpholine CN1N=C(C(=C1)C=1C=2N(N=C(C1)N1[C@@H](COCC1)C)C(=NC2C)C2=CC=NN2)C